ethyl (2,3-difluorophenyl) disulfide FC1=C(C=CC=C1F)SSCC